C(C)C1=NN2C(C=C(C(=C2)F)N2CC3(CN(C3)C(=O)C3(CCOCC3)O)C2)=C1N(C=1SC(=C(N1)C1=CC=C(C=C1)F)C#N)C 2-[[2-ethyl-6-fluoro-5-[2-(4-hydroxytetrahydropyran-4-carbonyl)-2,6-diazaspiro[3.3]heptane-6-yl]pyrazolo[1,5-a]pyridin-3-yl]-methyl-amino]-4-(4-fluorophenyl)thiazole-5-carbonitrile